C(=O)O.CC(COC1=C(C=CC=C1)C1CCN(CC1)[C@H]1CC2(CN(C2)C=2C=NC=NC2)CC1)(C)O (R)-2-methyl-1-(2-(1-(2-(pyrimidin-5-yl)-2-azaspiro[3.4]octan-6-yl)piperidin-4-yl)phenoxy)propan-2-ol formate salt